ClC=1C=C(C=CC1Cl)C12OCC(NC1)C2 1-(3,4-dichlorophenyl)-2-oxa-5-azabicyclo[2.2.1]heptane